FC1=C(C=C2CN(CC(C2=O)C=2C=NC=CC2)S(=O)(=O)C2=CC=C(C=C2)F)C=CC=C1 3-(2-fluorobenzylidene)-5-(3-pyridyl)-N-(4-fluorobenzenesulfonyl)-4-piperidone